(Z)-N-(azetidin-1-yl(4-(2-fluoro-5-((4-oxo-3,4-dihydrophthalazin-1-yl)methyl)phenyl)-4-oxido-1,4-azaphosphinan-1-yl)methylene)cyanamide N1(CCC1)/C(=N/C#N)/N1CCP(CC1)(=O)C1=C(C=CC(=C1)CC1=NNC(C2=CC=CC=C12)=O)F